bis(cyclopentadienyl)-zirconium C1(C=CC=C1)[Zr]C1C=CC=C1